4-(4-((2-(2,6-dioxopiperidin-3-yl)-1-oxoisoindoline-5-yl)methyl)piperazin-1-yl)-N-(5-((R)-2-methoxy-2-phenylacetyl)-1,4,5,6-tetrahydropyrrolo[3,4-c]pyrazol-3-yl)benzeneFormamide O=C1NC(CCC1N1C(C2=CC=C(C=C2C1)CN1CCN(CC1)C1=CC=C(C=C1)C(=O)NC=1C2=C(NN1)CN(C2)C([C@@H](C2=CC=CC=C2)OC)=O)=O)=O